ClC1=C(C=CC=C1)[C@H]1CC[C@H](N1C(C1=CC(=CC(=C1)OC)OCCC(C1=CC=CC=C1)C1=CC=CC=C1)=O)C(=O)O (2S,5R)-5-(2-chlorophenyl)-1-(3-(3,3-diphenylpropoxy)-5-methoxybenzoyl)pyrrolidine-2-carboxylic acid